1-methyl-6-[4-[2-(8-oxabicyclo[3.2.1]octan-3-yloxy)ethoxy]phenoxy]indazole-5-carboxamide CN1N=CC2=CC(=C(C=C12)OC1=CC=C(C=C1)OCCOC1CC2CCC(C1)O2)C(=O)N